N1C(C2(CC3=CC=CN=C13)CCCCC2)=O 1'H-spiro[cyclohexane-1,3'-[1,8]naphthyridin]-2'(4'H)-one